ClC=1N(C=CN1)CC1=C(C=C(C=C1)C1=C(SC(=C1C)CC(C)C)S(=O)(=O)NC([O-])=O)F (3-(4-((2-chloro-1H-imidazol-1-yl)methyl)-3-fluorophenyl)-5-isobutyl-4-methylthiophen-2-yl)sulfonylcarbamate